2-(4-fluoro-2,6-diisopropylphenyl)propionic acid methyl ester COC(C(C)C1=C(C=C(C=C1C(C)C)F)C(C)C)=O